tert-butyl (2-acetyl-6-(difluoromethyl)pyridin-4-yl)carbamate C(C)(=O)C1=NC(=CC(=C1)NC(OC(C)(C)C)=O)C(F)F